(2s,4r)-1-((R)-2-(2-naphthoylamino)-3-cyclohexylpropionyl)-N-(4-amino-1-cyclobutyl-3,4-dioxobut-2-yl)-4-(piperidin-1-yl)pyrrolidine-2-carboxamide C1=C(C=CC2=CC=CC=C12)C(=O)N[C@@H](C(=O)N1[C@@H](C[C@H](C1)N1CCCCC1)C(=O)NC(CC1CCC1)C(C(=O)N)=O)CC1CCCCC1